5-(2,4-Difluoro-phenyl)-[1,3,4]oxadiazole-2-carboxylic Acid Ethyl Ester C(C)OC(=O)C=1OC(=NN1)C1=C(C=C(C=C1)F)F